(4-chlorophenyl)-N-(2,6-dimethylphenyl)-2-(6-oxoindazolo[2,3-a]quinoxalin-5(6H)-yl)acetamide ClC1=CC=C(C=C1)C(C(=O)NC1=C(C=CC=C1C)C)N1C(C=2N(C=3C=CC=CC13)N=C1C=CC=CC12)=O